C(C)(C)(C)OC(=O)N1C[C@@H]2N([C@H](CN(C2)CC2=CC=CC=C2)C)CC1.C[C@@H]1N[C@H](CNC1)C trans-2,6-dimethyl-piperazine tert-butyl-(4S,9aR)-2-benzyl-4-methyl-3,4,6,7,9,9a-hexahydro-1H-pyrazino[1,2-a]pyrazine-8-carboxylate